O1NC(C=C1)=O isoxazol-3(2H)-one